C(C)(C)(C)OC(=O)N1[C@H]2COC[C@@H]1CC(C2)(C)C=O.C(C)S(=O)(=O)C2=CC=C(C=C2)NC=O (4-(ethylsulfonyl)phenyl)formamide tert-butyl-(1R,5S)-7-formyl-7-methyl-3-oxa-9-azabicyclo[3.3.1]nonane-9-carboxylate